C(C)(C)(C)OC(=O)N1C=NC2=C1C(=CC=C2)C(=O)O 1-(tert-Butyloxycarbonyl)-1H-benzo[d]imidazole-7-carboxylic acid